spiro[indoline-3,4'-tetrahydropyran]-2-one O1CCC2(CC1)C(NC1=CC=CC=C12)=O